CC=1C=C(C(=CC1C)N)N 4,5-dimethylbenzenediamine